1-[(2R)-4-{5-fluoro-4-[(3-methyl-4-{[1,2,4]triazolo[1,5-a]pyridin-7-ylmethyl}phenyl)amino]quinazolin-6-yl}-2-methylpiperazin-1-yl]prop-2-en-1-one FC1=C2C(=NC=NC2=CC=C1N1C[C@H](N(CC1)C(C=C)=O)C)NC1=CC(=C(C=C1)CC1=CC=2N(C=C1)N=CN2)C